isopropyl (3R)-1-[(4R)-2-[[2-methyl-3-(4,4,5,5-tetramethyl-1,3,2-dioxaborolan-2-yl)phenyl]carbamoyl]-4,5,6,7-tetrahydropyrazolo[1,5-a]pyridin-4-yl]pyrrolidine-3-carboxylate CC1=C(C=CC=C1B1OC(C(O1)(C)C)(C)C)NC(=O)C1=NN2C([C@@H](CCC2)N2C[C@@H](CC2)C(=O)OC(C)C)=C1